2-(((4-(butylthio)-3,5-dimethoxyphenethyl)amino)methyl)phenol C(CCC)SC1=C(C=C(CCNCC2=C(C=CC=C2)O)C=C1OC)OC